(S)-N1-(1-(2-((1s,4R)-bicyclo[2.2.1]heptan-1-ylamino)-2-oxoethyl)-2-oxo-1,2-dihydropyridin-3-yl)-N6-ethyl-2-(isonicotinamido)-5-oxohexanediamide C12(CCC(CC1)C2)NC(CN2C(C(=CC=C2)NC([C@H](CCC(C(=O)NCC)=O)NC(C2=CC=NC=C2)=O)=O)=O)=O